3-(2-(((pentyloxy)carbonyl)oxy)-2,2-diphenylacetoxy)spiro[bicyclo[3.2.1]octane-8,1'-pyrrolidin]-8-ium chloride [Cl-].C(CCCC)OC(=O)OC(C(=O)OC1CC2CCC(C1)[N+]21CCCC1)(C1=CC=CC=C1)C1=CC=CC=C1